tert-butyl (4-(((3-cyclopropylpyridin-2-yl)methyl)amino)butyl)carbamate C1(CC1)C=1C(=NC=CC1)CNCCCCNC(OC(C)(C)C)=O